1-(4-aminopiperidin-1-yl)-2-(3-((6-(1-(phenylsulfonyl)-1H-pyrrolo[2,3-b]pyridin-5-yl)pyrimidin-4-yl)amino)phenyl)ethan-1-one NC1CCN(CC1)C(CC1=CC(=CC=C1)NC1=NC=NC(=C1)C=1C=C2C(=NC1)N(C=C2)S(=O)(=O)C2=CC=CC=C2)=O